FC(C(=O)[O-])(F)F.N1(CC[NH2+]CC1)C=1C=CC2=NC3=CC=C(C=C3[S+]=C2C1)N1CC[NH2+]CC1.FC(C(=O)[O-])(F)F.FC(C(=O)[O-])(F)F 3,7-Bis-(piperazin-4-ium-1-yl)phenothiazin-5-ium trifluoroacetate